N=1N=CCC(C1)=O pyridazine-5-one